Tripropylammonium tetrakis(phenyl)borat C1(=CC=CC=C1)[B-](C1=CC=CC=C1)(C1=CC=CC=C1)C1=CC=CC=C1.C(CC)[NH+](CCC)CCC